P(O)(=O)(OP(=O)(O)OP(=O)(O)O)OC[C@@H]1[C@H]([C@H]([C@@H](O1)N1C(=NC=2C(N)=NC=NC12)N=[N+]=[N-])O)O 8-azidoadenosine 5'-triphosphate